triglycerin monolaurate C(CCCCCCCCCCC)(=O)O.OCC(O)CO.OCC(O)CO.OCC(O)CO